C(C)(C)(C)OC(=O)N1CCC2(CCCNC2)CC1 2,9-diazaspiro[5.5]undecane-9-carboxylic acid tert-butyl ester